2-[2-(dimethylamino)ethoxyl]-N-methyl-1,3-propanediamine CN(CCOC(CNC)CN)C